Cl.O1C(=CC2=C1C=CC=C2)C(C(C)NCC)=O 1-(benzofuran-2-yl)-2-(ethyl-amino)propan-1-one hydrochloride